FC=1C=2C3=C(NC2C=CC1)[C@H](N1C(CCC1[C@H]3F)=O)C (5R,11S)-10,11-Difluoro-5-methyl-1,2,5,6,11,11a-hexahydro-3H-indolizino[6,7-b]indol-3-one